FC1=C(C=C(C=C1)NC(N([C@H](C)C1=C(NC(C2=CC=CC=C12)=O)C)C)=O)C |r| racemic-3-(4-fluoro-3-methylphenyl)-1-methyl-1-(1-(3-methyl-1-oxo-1,2-dihydroisoquinolin-4-yl)ethyl)urea